3-(4-hydroxyindolin-1-yl)piperidine-2,6-dione OC1=C2CCN(C2=CC=C1)C1C(NC(CC1)=O)=O